C1=CC=CC=2C3=CC=CC=C3C(C12)COC(NCC1=C(C=CC=C1SC1=NC=CC=C1C=O)Br)=O N-[[2-bromo-6-[(3-formyl-2-pyridinyl)thio]phenyl]methyl]-carbamic acid 9H-fluoren-9-ylmethyl ester